C1(CC1)C(=O)N1N=CC(=C1)C1=NN(C(=C1C)NC(=O)N[C@@H]1CN(C[C@H]1C1=CC(=C(C=C1)F)F)CCOC)C1=CC=CC=C1 1-(1'-(cyclopropanecarbonyl)-4-methyl-1-phenyl-1h,1'h-[3,4'-bipyrazole]-5-yl)-3-((3s,4r)-4-(3,4-difluorophenyl)-1-(2-methoxyethyl)pyrrolidin-3-yl)urea